N-{2,3-dimethoxy-6H,7H,8H,9H,10H-cyclohepta[b]quinolin-11-yl}-1-ethylpiperidin-4-amine COC=1C=C2C(=C3C(=NC2=CC1OC)CCCCC3)NC3CCN(CC3)CC